C(#N)C=1C=CC(=C(C1)CNC(C1=CC(=C(C=C1)OC(F)(F)F)F)=O)C1CC1 N-[(5-cyano-2-cyclopropylphenyl)-methyl]-3-fluoro-4-(trifluoromethoxy)-benzamide